1-[[tert-butyl-(dimethyl)silyl]oxymethyl]cyclobutanecarbaldehyde C(C)(C)(C)[Si](OCC1(CCC1)C=O)(C)C